C(=O)(OC(C)(C)C)N1C(CN(CC1)C(=O)OC(C)(C)C)CO 1,4-di-Boc-2-hydroxymethyl-piperazine